2,7-dibromo-3,6-dihydroxynaphthalene BrC1=CC2=CC(=C(C=C2C=C1O)O)Br